4'-(2,2-difluorovinyl)-3,5-difluoro-1,1'-biphenyl FC(=CC1=CC=C(C=C1)C1=CC(=CC(=C1)F)F)F